BrC(C(=O)OCCCCCCCCCCCC)(Br)Br dodecyl 2,2,2-tribromoacetate